5H,6H,7H-pyrazolo[3,2-b][1,3]oxazin-3-amine N1=CC(=C2OCCCN21)N